O=C1N(CC2=CC(=CC=C12)N1C(N(CC1)C1=CC2=C(N(C=N2)COCC[Si](C)(C)C)C=C1)=O)C1C(N(C(CC1)=O)COCC[Si](C)(C)C)=O 3-(1-oxo-5-(2-oxo-3-(1-((2-(trimethylsilyl)ethoxy)methyl)-1H-benzo[d]imidazol-5-yl)imidazolidin-1-yl)isoindolin-2-yl)-1-((2-(trimethylsilyl)ethoxy)methyl)piperidine-2,6-dione